C(C)(C)(C)C=1C(C(=CC(C1)=CC1=CC=C(C=C1)[N+](=O)[O-])C(C)(C)C)=O 2,6-di-tert-butyl-4-(4-nitrobenzylidene)cyclohexane-2,5-diene-1-one